(4R)-4-benzyl-3-[2-(cyclopentoxy)acetyl]oxazolidin-2-one C(C1=CC=CC=C1)[C@H]1N(C(OC1)=O)C(COC1CCCC1)=O